N=C(C)NCCSCC[C@H](N)C(=O)O S-[2-[(1-iminoethyl)amino]ethyl]-L-homocysteine